CC(CCCCCCCC(CCCCCCCC)O)O octadecane-2,10-diol